[V+5].S(=O)(=O)([O-])[O-].[NH4+].S(=O)(=O)([O-])[O-].S(=O)(=O)([O-])[O-] ammonium sulfate salt vanadium